indolinyl ketone N1(CCC2=CC=CC=C12)C(=O)N1CCC2=CC=CC=C12